CN1CCC(CC1)N1N=C(C(=C1)NC1=NC=C(C(=C1)NCCCN1CCOCCC1=O)C(F)(F)F)C#N 1-(1-methylpiperidin-4-yl)-4-((4-((3-(5-oxo-1,4-oxazepan-4-yl)propyl)amino)-5-(trifluoromethyl)pyridin-2-yl)amino)-1H-pyrazole-3-carbonitrile